COC1=CC=C(C=C1)C1=NOC(=C1)C1(NC(=NC=C1)NN1CCOCC1)N 4-(3-(4-methoxyphenyl)isoxazol-5-yl)-N2-Morpholinopyrimidine-2,4-diamine